5-{2-acetamidoimidazo[1,2-b]pyridazin-6-yl}-2-methyl-N-{[2-(propan-2-yloxy)phenyl]methyl}pyridine-3-carboxamide C(C)(=O)NC=1N=C2N(N=C(C=C2)C=2C=C(C(=NC2)C)C(=O)NCC2=C(C=CC=C2)OC(C)C)C1